tert-butyl 5-[[5-(trifluoromethyl)furan-2-carbonyl]amino]-3,3a,4,5,6,6a-hexahydro-1H-cyclopenta[c]pyrrole-2-carboxylate FC(C1=CC=C(O1)C(=O)NC1CC2C(CN(C2)C(=O)OC(C)(C)C)C1)(F)F